Tert-butyl (6-(((3-((2-chloro-5-((methyl-d3)carbamoyl)pyridin-4-yl)amino)-5-(1-cyclopropyl-1H-1,2,4-triazol-3-yl)-4-methoxybenzyl)oxy)methyl)-4-fluoropyridin-2-yl)carbamate ClC1=NC=C(C(=C1)NC=1C=C(COCC2=CC(=CC(=N2)NC(OC(C)(C)C)=O)F)C=C(C1OC)C1=NN(C=N1)C1CC1)C(NC([2H])([2H])[2H])=O